4-methylsulfonyl-phenyl-quinolinone CS(=O)(=O)C1=CC=C(C=C1)C=1C(NC2=CC=CC=C2C1)=O